1-(8Z,11Z,14Z-eicosatrienoyl)-2-(11Z-eicosenoyl)-glycero-3-phospho-(1'-sn-glycerol) CCCCCCCC/C=C\CCCCCCCCCC(=O)O[C@H](COC(=O)CCCCCC/C=C\C/C=C\C/C=C\CCCCC)COP(=O)(O)OC[C@H](CO)O